5-amino-3-fluoro-2-(1-(tetrahydro-2H-pyran-4-yl)-1H-pyrazol-4-yl)benzonitrile NC=1C=C(C(=C(C#N)C1)C=1C=NN(C1)C1CCOCC1)F